ClC1=NN(C2=CC(=CC=C12)COC1=CC=CC(=N1)C1CCN(CC1)CC1=NC2=C(N1CC1OCC1)C=C(C=C2)C(=O)O)C ((4-(6-((3-Chloro-1-methyl-1H-indazol-6-yl)methoxy)pyridin-2-yl)piperidine-1-yl)methyl)-1-(oxetan-2-ylmethyl)-1H-benzo[d]imidazole-6-carboxylic acid